bis-besylate hydrate O.S(=O)(=O)(O)C1=CC=CC=C1.S(=O)(=O)(O)C1=CC=CC=C1